CC1=CC=C(C(=O)NCCCC(=O)O)C=C1 N-p-methylbenzoyl-γ-aminobutyric acid